CCCCCCC/C=C/C(=O)O The molecule is a 2-decenoic acid having its double bond in the trans configuration. It is an intermediate metabolite in the fatty acid synthesis. It has a role as a human metabolite. It is a conjugate acid of a (2E)-decenoate.